N-(3-(dimethylcarbamoyl)-4-hydroxyphenyl)-4-(3-methyl-1H-pyrrolo[2,3-b]pyridin-5-yl)benzo[b]thiophene-2-carboxamide CN(C(=O)C=1C=C(C=CC1O)NC(=O)C1=CC2=C(S1)C=CC=C2C=2C=C1C(=NC2)NC=C1C)C